6-(2-{6-azaspiro[2.5]oct-6-yl}-4-(2-hydroxyethanesulfonylamino)benzoylamino)-8-(4,4-difluoropiperidin-1-yl)quinoline-3-carboxamide C1CC12CCN(CC2)C2=C(C(=O)NC=1C=C3C=C(C=NC3=C(C1)N1CCC(CC1)(F)F)C(=O)N)C=CC(=C2)NS(=O)(=O)CCO